OCCNC(O[C@@H]1CC[C@H](CC1)C(N(C[C@@H]1CC[C@H](CC1)C1=CC(=C(C=C1)OC)C)C1=NC=CC(=C1)C=1C=NN(C1)C(C)C)=O)=O trans-4-((4-(1-Isopropyl-1H-pyrazol-4-yl)pyridin-2-yl)((trans-4-(4-methoxy-3-methylphenyl)cyclohexyl)methyl)carbamoyl)cyclohexyl (2-hydroxyethyl)carbamate